3-(4-fluoro-1-oxo-5-(((2R,3S)-3-((tetrahydrofuran-3-yl)amino)tetrahydro-2H-pyran-2-yl)methyl)isoindolin-2-yl)piperidine-2,6-dione FC1=C2CN(C(C2=CC=C1C[C@H]1OCCC[C@@H]1NC1COCC1)=O)C1C(NC(CC1)=O)=O